[(Z)-(5-nitrofuran-2-yl)methylideneamino]acetamide [N+](=O)([O-])C1=CC=C(O1)\C=N/CC(=O)N